1-(3,3-difluorocyclobutyl)pyrrolidine-2,5-dicarboxylic acid diethyl ester C(C)OC(=O)C1N(C(CC1)C(=O)OCC)C1CC(C1)(F)F